1,5,2-dithiazin S1NC=CSC1